ClC=1C=C(C=C(C1)NS(=O)(=O)C)NC(=O)C1=CN(C(=C1)C1=NC=C(C=N1)N1CC(CC1)(F)F)C N-(3-chloro-5-(methylsulfonamido)phenyl)-5-(5-(3,3-difluoropyrrolidin-1-yl)pyrimidin-2-yl)-1-methyl-1H-pyrrole-3-carboxamide